[2-(4-bromo-2,6-difluoro-phenyl)-cyclopropyl]-methanol BrC1=CC(=C(C(=C1)F)C1C(C1)CO)F